Cl.C1(CC1)C=1C=NN2C(=NC(=CC21)N[C@@H]2CNCCC2)NC2=CC(=CC=C2)F (S)-3-cyclopropyl-N7-(3-fluorophenyl)-N5-(piperidin-3-yl)pyrazolo[1,5-c]pyrimidine-5,7-diamine hydrochloride